(S)-5,6-dichloro-1'-(1-(2-hydroxyethyl)pyrrolidine-3-carbonyl)spiro[indoline-3,3'-pyrrolidin]-2-one ClC=1C=C2C(=CC1Cl)NC([C@]21CN(CC1)C(=O)C1CN(CC1)CCO)=O